NC1=C(S(C2=C1N=C(CN2C2=CC=C(C=C2)Cl)C2CC2)=O)C2=CC1=CN(N=C1C=C2)C 7-amino-2-cyclopropyl-4-(4-chlorophenyl)-6-(2-methyl-2H-indazol-5-yl)thieno[3,2-b]pyrazin-5(4H)-one